1-isopropyl-3,3,5,7-tetramethyl-5-propyloctahydrobenzo[c]isoxazole C(C)(C)N1OC(C2C1C(CC(C2)(CCC)C)C)(C)C